2-((5-chloro-2-((6-methoxy-2-methyl-1,2,3,4-tetrahydroisoquinolin-7-yl)amino)-7H-pyrrolo[2,3-d]pyrimidin-4-yl)amino)-N,N-dimethylbenzenesulfonamide ClC1=CNC=2N=C(N=C(C21)NC2=C(C=CC=C2)S(=O)(=O)N(C)C)NC2=C(C=C1CCN(CC1=C2)C)OC